(-)-2,2'-bis[(R)-(N,N-dimethylamino)(phenyl)methyl]-1,1'-bis(diphenylphosphino)ferrocene CN(C)[C@@H](C=1[C-](C=CC1)P(C1=CC=CC=C1)C1=CC=CC=C1)C1=CC=CC=C1.[C-]1(C(=CC=C1)[C@@H](C1=CC=CC=C1)N(C)C)P(C1=CC=CC=C1)C1=CC=CC=C1.[Fe+2]